[4-(2,5-dioxopyrrol-1-yl)cyclohexyl]4-[5-[3-[2-(4-tert-butoxy-4-oxo-butanoyl)-4-fluoro-6-methoxy-isoindolin-5-yl]oxypropoxy]-4-fluoro-6-methoxy-benzothiophen-2-yl]-4-oxo-butanoate O=C1N(C(C=C1)=O)C1CCC(CC1)OC(CCC(=O)C=1SC2=C(C1)C(=C(C(=C2)OC)OCCCOC=2C(=C1CN(CC1=CC2OC)C(CCC(=O)OC(C)(C)C)=O)F)F)=O